C(C1=CC=CC=C1)N(S(=O)(=O)C=1C=CC(=C(C(=O)NC=2SC(=CN2)CC)C1)N(C)CC1CC1)C 5-(N-benzyl-N-methylsulfamoyl)-2-((cyclopropylmethyl)(methyl)amino)-N-(5-ethylthiazol-2-yl)benzamide